CC=1OC2=C(C1C(=O)O)C=C(C=C2)OCC2=CC=NN2C 2-methyl-5-((1-methyl-1H-pyrazol-5-yl)methoxy)benzofuran-3-carboxylic acid